CC=1C=C(C=C(C1)C)N1C(C2=CC=CC=C2C1)=O 2-(3,5-dimethylphenyl)isoindol-1-one